ClCC1=NC2=C(N1C[C@H]1OCC1)C=C(C=C2)C(=O)OC(C)(C)C (S)-tert-butyl 2-(chloromethyl)-1-(oxetan-2-ylmethyl)-1H-benzo[d]imidazole-6-carboxylate